ClC1=C2CCNC2=CC=C1 4-chloroindoline